FC(C1=CC=C(OC2=C3CCN(CC3=CC=C2)C2CCN(CC2)C(=O)OC(C)(C)C)C=C1)(F)F tert-butyl 4-(5-(4-(trifluoromethyl)phenoxy)-3,4-dihydroisoquinolin-2(1H)-yl)piperidine-1-carboxylate